NC1=C(SC=2N=C(N=CC21)C)C(=O)NC2CC=1C(=CC(=NC1CC2)N2CCNCC2)F 5-amino-N-[4-fluoro-2-(piperazin-1-yl)-5,6,7,8-tetrahydroquinolin-6-yl]-2-methylthieno[2,3-d]pyrimidine-6-carboxamide